3-Amino-7-chloro-4-(6-fluoro-1H-indazol-4-yl)-1H-1,5-naphthyridin-2-one NC=1C(NC2=CC(=CN=C2C1C1=C2C=NNC2=CC(=C1)F)Cl)=O